CC=1C=C(C(=O)NC2=C3C=CC=NC3=CC=C2)C=CC1N1CCN(CC1)C 3-methyl-4-(4-methylpiperazin-1-yl)-N-(quinolin-5-yl)benzamide